C(CCCCCCC\C=C/CCCCCCCC)C(C(=O)O)CCCCCCCCCC\C=C/CCCCCCCC.C(CCCCCCC\C=C/CCCCCCCC)OC(CCCCCCCCCCC\C=C/CCCCCCCC)=O erucic oleyl ester (oleyl erucate)